4-((S)-(((S)-tert-butylsulfinyl)amino)(phenyl)methyl)piperidine-1-carboxylic acid tert-butyl ester C(C)(C)(C)OC(=O)N1CCC(CC1)[C@@H](C1=CC=CC=C1)N[S@@](=O)C(C)(C)C